5-methyl-1-phenyl-1H-pyrrole-3-carboxylic acid CC1=CC(=CN1C1=CC=CC=C1)C(=O)O